C(C)(C)N1[C@H]2CN[C@@H](C1)C2 (1R,4R)-5-isopropyl-2,5-diazabicyclo[2.2.1]heptane